COC1=CC=C(C=C1)C1=NN2C(=NC=3C=CC=CC3C2=N1)NC=1C(N=CC=CC1)=O 3-{[2-(4-methoxyphenyl)[1,2,4]triazolo[1,5-c]quinazolin-5-yl]amino}azepin-2-one